[Cl-].C(CCCCCCCCCCCCCCCC)[N+](CCOC1=CC=CC=C1)(C)C heptadecyldimethyl-2-phenoxyethyl-ammonium chloride